methyl 1-[1-[(dimethylamino)methyl]cyclopropyl]pyrrole-3-carboxylate CN(C)CC1(CC1)N1C=C(C=C1)C(=O)OC